2-bromo-4-(tert-butylthio)thiazole BrC=1SC=C(N1)SC(C)(C)C